5-bromo-N-(quinolin-8-yl)picolinamide BrC=1C=CC(=NC1)C(=O)NC=1C=CC=C2C=CC=NC12